2-(6-(1,4-dimethyl-1H-1,2,3-triazol-5-yl)-4-((4-methoxypyridin-3-yl)(tetrahydro-2H-pyran-4-yl)methyl)-1-methyl-1,4-dihydropyrazolo[3',4':4,5]pyrrolo[3,2-b]pyridin-3-yl)propan-2-ol CN1N=NC(=C1C=1C=C2C(=NC1)C1=C(N2C(C2CCOCC2)C=2C=NC=CC2OC)C(=NN1C)C(C)(C)O)C